C(C1=CC=CC=C1)(C1=CC=CC=C1)N1C[C@H](N(CC1)CC=1C=C2C(N(C(C2=CC1)=O)N1C(NC(CC1)=O)=O)=O)C (R)-5-((4-benzhydryl-2-methylpiperazin-1-yl)methyl)-2-(2,4-dioxotetrahydropyrimidine-1(2H)-yl)isoindoline-1,3-dione